N[C@@H](CC(=O)OCC)C1=C(C(=CC(=C1)C=1C(=NN(C1)CC1CC1)OC)C)F ethyl (3S)-3-amino-3-{5-[1-(cyclopropylmethyl)-3-methoxypyrazol-4-yl]-2-fluoro-3-methylphenyl}propanoate